C(C)(C)(C)OOC(CC(=O)[O-])(C)OOC(C)(C)C 3,3-bis(t-butylperoxy)-butyrate